Cl.C(C)(C)C1=C(OC=2C=CC(=C(C2)C[O-])C2CN(CC2)CC2=NC=CC=C2C)C=CC=C1 (5-(2-Isopropylphenoxy)-2-(1-((3-methylpyridin-2-yl)methyl)pyrrolidin-3-yl)phenyl)methoxide hydrochloride